COC1=CN(N=C1)C 4-methoxy-2-methylpyrazol